ethyl 6-{3-azabicyclo[3.1.0]hexan-3-yl}-3-{[4-(ethoxycarbonyl)-1H-imidazol-1-yl]methyl}pyridine-2-carboxylate C12CN(CC2C1)C1=CC=C(C(=N1)C(=O)OCC)CN1C=NC(=C1)C(=O)OCC